ClC=1C(=CC(=C(C1)S(=NC(C1=CC(=CC=C1)OC)=O)(=O)C)C)N=CN(C)CC N-((5-chloro-4-(((ethyl(methyl)amino)methylene)amino)-2-methylphenyl)(methyl)(oxo)-λ6-sulfaneylidene)-3-methoxybenzamide